ClC1=NC=NN2C1=C(C(=C2)Cl)C 4,6-dichloro-5-methylpyrrolo[2,1-f][1,2,4]triazine